(3,6-dimethyl-4-(4-(methylamino)piperidin-1-yl)-2-oxo-2,3-dihydro-1H-benzo[d]Imidazol-1-yl)piperidine-2,6-dione CN1C(N(C2=C1C(=CC(=C2)C)N2CCC(CC2)NC)N2C(CCCC2=O)=O)=O